CN1C(C2(CCOCC2)C2=C3C(=NC=C21)N(C=C3)S(=O)(=O)C3=CC=CC=C3)=O 6-methyl-3-(phenylsulfonyl)-2',3,3',5',6,6'-hexahydro-7H-spiro[dipyrrolo[2,3-b:3',2'-d]pyridine-8,4'-pyran]-7-one